sodium p-hydroxybenzoate salt OC1=CC=C(C(=O)[O-])C=C1.[Na+]